2-(4-((2-aminopyrimidin-4-yl)amino)-1H-pyrazol-3-yl)-1H-benzo[d]imidazole-5-carboxylic acid methyl ester COC(=O)C1=CC2=C(NC(=N2)C2=NNC=C2NC2=NC(=NC=C2)N)C=C1